O1C(=NC2=C1C=CC=C2)S=CCCCOC2=CC=C(C=C2)C(\C=C\C2=C(C=CC=C2)C)=O (E)-1-(4-(4-(benzo[d]oxazol-2-yl-thioxo)butoxy)phenyl)-3-(2-tolyl)-2-propen-1-one